[Na].FC1=C(C=C(C(=C1)F)F)CC(=O)O 2,4,5-trifluorophenyl-acetic acid sodium